methyl (2S)-6-amino-2-[4-[[4-[[(3R,4R)-1-(2-cyanoacetyl)-4-methyl-3-piperidyl]-methyl-amino]pyrrolo[2,3-d]pyrimidine-7-carbonyl]amino]butanoylamino]hexanoate hydrochloride Cl.NCCCC[C@@H](C(=O)OC)NC(CCCNC(=O)N1C=CC2=C1N=CN=C2N(C)[C@H]2CN(CC[C@H]2C)C(CC#N)=O)=O